C(N)([2H])([2H])[2H] N-methyl-d3-amine